3-tert-butyl-3-fluoropyrrolidine HCl salt Cl.C(C)(C)(C)C1(CNCC1)F